allyl(phenylcarboxy)benzene C(C=C)C1=C(C=CC=C1)C(=O)OC1=CC=CC=C1